(R)-2-(methylamino)propanamide CN[C@@H](C(=O)N)C